3-(6-((5-fluoro-4-(4-fluoro-1-isopropyl-2-methyl-1H-benzo[d]imidazol-6-yl)pyrimidin-2-yl)amino)-2-methylpyridin-3-yl)-1,3-oxazepan-2-one FC=1C(=NC(=NC1)NC1=CC=C(C(=N1)C)N1C(OCCCC1)=O)C=1C=C(C2=C(N(C(=N2)C)C(C)C)C1)F